3-bromo-1-(4-methylbenzenesulfonyl)-1H-pyrrolo[2,3-b]pyridine BrC1=CN(C2=NC=CC=C21)S(=O)(=O)C2=CC=C(C=C2)C